2-[[2-[1-[(4-isopropylphenyl)methyl]-5-oxopyrrolidine-2-yl]acetyl]methylamino]acetic acid C(C)(C)C1=CC=C(C=C1)CN1C(CCC1=O)CC(=O)N(CC(=O)O)C